2,2,6,6-tetramethyl-4-(4,4,5,5-tetramethyl-1,3,2-dioxaborolan-2-yl)piperidine CC1(NC(CC(C1)B1OC(C(O1)(C)C)(C)C)(C)C)C